C(C1=CC=CC=C1)N1CC2=C(N=NC(=C2CC1)Cl)Cl 6-benzyl-1,4-dichloro-5,6,7,8-tetrahydropyrido[3,4-d]pyridazine